(R or S)-2-(7-acryloyl-3,4,5,5a,6,7,8,9-octahydro-2H-1,2,5,7-tetraazabenzo[cd]azulen-2-yl)-5-cyclobutylphenyl acetate C(C)(=O)OC1=C(C=CC(=C1)C1CCC1)N1N=C2CCN(C[C@H]3C2=C1CCN3)C(C=C)=O |o1:21|